N,N-diethyl phenylenediamine sulfate S(=O)(=O)(O)O.C(C)N(C1=C(C=CC=C1)N)CC